O=C(NCCC(=O)O)CCOCCOCCOCCOCCNC(CCC)=O 5,21-dioxo-8,11,14,17-tetraoxa-4,20-diazatetracosan-1-oic acid